ClC1=CC(=C(COC2=NC=3CN(CCC3C=C2C(=C)C)C(=O)OC(C)(C)C)C=C1)F tert-butyl 2-((4-chloro-2-fluorobenzyl) oxy)-3-(prop-1-en-2-yl)-5,8-dihydro-1,7-naphthyridine-7(6H)-carboxylate